C(C1=CC=CC=C1)N1C(OC2=C1C=CC=C2)S N-benzyl-2-sulfanyl-1,3-benzoxazole